4-(azetidin-1-yl)-2-chloropyrimidine-5-carbonitrile N1(CCC1)C1=NC(=NC=C1C#N)Cl